tributyl-((cis-3-(4-(trifluoromethyl)phenyl)cyclobutoxy)methyl)stannane C(CCC)[Sn](CO[C@@H]1C[C@@H](C1)C1=CC=C(C=C1)C(F)(F)F)(CCCC)CCCC